N1=CC=C(C=C1)CC1=C(C=C(C(=C1)Cl)Cl)O 2-[(pyridin-4-yl)methyl]-4,5-dichlorophenol